N[C@H](C(=O)O)CC(=O)OCN1N=CC(=C1)C=1SC=C(N1)C(NC=1C(=NN(C1)C1CCC(CC1)OCC)C1=NC(=CC=C1F)F)=O (S)-2-amino-4-((4-(4-((3-(3,6-difluoropyridin-2-yl)-1-((1r,4r)-4-ethoxycyclohexyl)-1H-pyrazol-4-yl)carbamoyl)thiazol-2-yl)-1H-pyrazol-1-yl)methoxy)-4-oxobutanoic acid